1,7-dimethyluric acid CN1C(=O)NC=2NC(=O)N(C2C1=O)C